OCC1=CC=C(C=C1)N1N=C(C(=C1)NC(=O)C=1N=C(OC1)C1=CC(=NC=C1)N(C(OC(C)(C)C)=O)CC(F)(F)F)C(NC)=O Tert-butyl N-[4-[4-[[1-[4-(hydroxymethyl)phenyl]-3-(methylcarbamoyl)pyrazol-4-yl] carbamoyl]oxazol-2-yl]-2-pyridyl]-N-(2,2,2-trifluoroethyl)carbamate